N2-((R)-1-cyclopropylethyl)-N4-((S)-1-cyclopropylethyl)-6-(6-(trifluoromethyl)pyridin-2-yl)-1,3,5-triazine-2,4-diamine C1(CC1)[C@@H](C)NC1=NC(=NC(=N1)N[C@@H](C)C1CC1)C1=NC(=CC=C1)C(F)(F)F